NC=1C(=NC=C(C1)Br)C(=O)O 3-amino-5-bromopicolinic acid